methyl 2-(2-{2-[3-(1-acetylazetidin-3-yl)-5'-fluoro-1'-methyl-[4,6'-biindazol]-1-yl]acetamido}acetamido)acetate C(C)(=O)N1CC(C1)C1=NN(C=2C=CC=C(C12)C1=C(C=C2C=NN(C2=C1)C)F)CC(=O)NCC(=O)NCC(=O)OC